N1=C(N=C(N=C1C1=C(C=C(C=C1)OCCC(=O)[O-])O)C1=C(C=C(C=C1)OCCC(=O)[O-])O)C1=C(C=C(C=C1)OCCC(=O)[O-])O ((1,3,5-triazine-2,4,6-triyl)tris(3-hydroxybenzene-4,1-diyl))tris(oxy)tripropionate